(5-((5-cyano-4-(8-fluoro-2-oxo-5,6-dihydro-4H-imidazo[4,5,1-ij]quinolin-1(2H)-yl)pyrimidin-2-yl)amino)-2-((2-(dimethylamino)ethyl)(methyl)amino)-4-methoxyphenyl)acrylamide C(#N)C=1C(=NC(=NC1)NC=1C(=CC(=C(C1)C(C(=O)N)=C)N(C)CCN(C)C)OC)N1C(N2CCCC3=CC(=CC1=C23)F)=O